COC1=CC(=C(C=C1)C=1C=C2CC(C(C2=CC1)NC(O[C@@H]1CN2CCC1CC2)=O)(C)C)C (S)-quinuclidin-3-yl (5-(4-methoxy-2-methylphenyl)-2,2-dimethyl-2,3-dihydro-1H-inden-1-yl)carbamate